tert-butyl 4-(4-((benzyloxy) carbonyl)-2-((pent-4-en-1-yloxy) methyl) piperazin-1-yl)-2-chloro-5,6-dihydropyrido[3,4-d]pyrimidine-7(8H)-carboxylate C(C1=CC=CC=C1)OC(=O)N1CC(N(CC1)C=1C2=C(N=C(N1)Cl)CN(CC2)C(=O)OC(C)(C)C)COCCCC=C